1-(2-(2-benzylphenoxy)ethyl)-4-methylpiperazine C(C1=CC=CC=C1)C1=C(OCCN2CCN(CC2)C)C=CC=C1